2-amino-3,5-dibromo-pyrazine NC1=NC=C(N=C1Br)Br